N(=C=O)C1C(N(C(CC1)=O)C(=O)OC(C)(C)C)=O Tert-Butyl 3-isocyanato-2,6-dioxopiperidine-1-carboxylate